N-methyl-4-((6-nitro-1H-indol-3-yl)methyl)aniline CNC1=CC=C(C=C1)CC1=CNC2=CC(=CC=C12)[N+](=O)[O-]